C(C1=CC=CC=C1)N1C(=NC2=NC=C(C=C21)C=2C(=NOC2C)C)NCC(C)(O)C 1-((1-benzyl-6-(3,5-dimethylisoxazol-4-yl)-1H-imidazo[4,5-b]pyridin-2-yl)amino)-2-methylpropan-2-ol